(3R*,4R*)-4-(4-(tert-Butyl)phenyl)-3-methylpiperidine C(C)(C)(C)C1=CC=C(C=C1)[C@H]1[C@H](CNCC1)C |o1:10,11|